(2-fluorophenyl)(3-(5-(trifluoromethyl)-1,2,4-oxadiazol-3-yl)-6,7-dihydrothieno[3,2-c]pyridin-5(4H)-yl)methanone FC1=C(C=CC=C1)C(=O)N1CC2=C(CC1)SC=C2C2=NOC(=N2)C(F)(F)F